NC=1C=C2C(=NNC2=CC1)C1=CC(=NC=C1)N1CCN(CC1)CCC1CCN(CC1)CC1CCN(CC1)C=1C=C2C(N(C(C2=CC1)=O)C1C(NC(CC1)=O)=O)=O 5-[4-[[4-[2-[4-[4-(5-amino-1H-indazol-3-yl)-2-pyridyl]piperazin-1-yl]ethyl]-1-piperidyl]methyl]-1-piperidyl]-2-(2,6-dioxo-3-piperidyl)isoindoline-1,3-dione